((2R,3S,5R)-5-(6-amino-2-fluoro-9H-purin-9-yl)-2-ethynyl-3-hydroxy-tetra-hydrofuran-2-yl)methyl 1-adamantyl carbonate C(OC[C@]1(O[C@H](C[C@@H]1O)N1C2=NC(=NC(=C2N=C1)N)F)C#C)(OC12CC3CC(CC(C1)C3)C2)=O